C1(CCCCC1)C1CC2CCC(CC2C1)CC 2-cyclohexyl-5-ethyloctahydro-1H-indene